1-methoxy-4-((nonadec-18-yn-1-yloxy)methyl)benzene COC1=CC=C(C=C1)COCCCCCCCCCCCCCCCCCC#C